C(C1=CC=CC=C1)S1C(=NN=C1COC1=CC=C(C=C1)Cl)Br benzyl-2-bromo-5-((4-chlorophenoxy)methyl)-1,3,4-thiadiazole